((4-(tert-butylamino)phenyl)amino)benzaldehyde C(C)(C)(C)NC1=CC=C(C=C1)NC1=C(C=O)C=CC=C1